phenoxymethyl-5-methylbenzene dihydrochloride Cl.Cl.O(C1=CC=CC=C1)CC1=CC=CC(=C1)C